C(C(C(CC(=O)[O-])C(=O)[O-])C(=O)[O-])C(=O)OC1CC(NC(C1)(C)C)(C)C (2,2,6,6-tetramethyl-4-piperidyl) butane-1,2,3,4-tetracarboxylate